3-(4-(3-(1-(5-ethylpyrimidin-2-yl)piperidin-4-yl)propoxy)-2,6-difluorophenyl)-5-methyl-1,2,4-oxadiazole C(C)C=1C=NC(=NC1)N1CCC(CC1)CCCOC1=CC(=C(C(=C1)F)C1=NOC(=N1)C)F